CN(C12CC(C1)(C2)C(=O)N)C 3-(dimethylamino)bicyclo[1.1.1]pentane-1-carboxamide